2-(2-Chloro-4-methylpyridin-3-yl)-7-fluoro-6-(2-(2-hydroxypropan-2-yl)-1-methyl-1H-imidazol-4-yl)-4-isopropylisoquinolin-1(2H)-one ClC1=NC=CC(=C1N1C(C2=CC(=C(C=C2C(=C1)C(C)C)C=1N=C(N(C1)C)C(C)(C)O)F)=O)C